C(C)(C)(C)OC(=O)N1CCC(CC1)C1CNC(O1)=O 4-(2-Oxooxazolidin-5-yl)piperidine-1-carboxylic acid tert-butyl ester